ClC=1C(=NC=C(C1)C1=NOC(C1)CCC)C(CO)O 1-[3-chloro-5-(5-propyl-4,5-dihydroisoxazol-3-yl)pyridin-2-yl]-1,2-ethylene glycol